ICCCI 1,3-diiodon-propane